CC=1C=C(C=C(C1)OC(F)(F)F)B(O)O 3-METHYL-5-(TRIFLUOROMETHOXY)PHENYLBORONIC ACID